indium zinc sulfur indium magnesium [Mg].[In].[S].[Zn].[In]